Cl[Si]([Si](C)(C)C)(C)C chloro(pentamethyl)disilane